4-[4-[4-[6-Chloro-4-(trifluoromethyl)-2-pyridyl]piperazin-1-yl]sulfonylphenyl]-1,2,3,3a,6,6a-hexahydropyrrolo[3,2-b]pyrrol-5-one ClC1=CC(=CC(=N1)N1CCN(CC1)S(=O)(=O)C1=CC=C(C=C1)N1C(CC2NCCC21)=O)C(F)(F)F